ClC=1C=C(C=CC1N=NC(C(=O)NC1=C(C=CC=C1)C)C(C)=O)C1=CC(=C(C=C1)N=NC(C(C)=O)C(=O)NC1=C(C=C(C=C1)C)C)Cl 2-[[3,3'-dichloro-4'-[[1-[[(2,4-dimethylphenyl)amino]carbonyl]-2-oxopropyl]azo][1,1'-biphenyl]-4-yl]-azo]-N-(2-methylphenyl)-3-oxo-butyramide